4-[4-(methylthio)phenyl]-2,6-bis(4-[4-(3-pyrrolidin-1-ylpropyl)-1H-1,2,3-triazol-1-yl]phenyl)pyridine CSC1=CC=C(C=C1)C1=CC(=NC(=C1)C1=CC=C(C=C1)N1N=NC(=C1)CCCN1CCCC1)C1=CC=C(C=C1)N1N=NC(=C1)CCCN1CCCC1